(E)-6-(6-(2-(5-cyclopropyl-3-(3,5-dichloropyridin-4-yl)isoxazol-4-yl)vinyl)-2-azaspiro[3.3]heptan-2-yl)-4-isopropoxyquinoline C1(CC1)C1=C(C(=NO1)C1=C(C=NC=C1Cl)Cl)/C=C/C1CC2(CN(C2)C=2C=C3C(=CC=NC3=CC2)OC(C)C)C1